C(C)C=1C=C(OC2=NC=3N(C(N(C(C3N2CC2=CC=C(C=C2)F)=O)CCCO)=O)C)C=CC1 8-(3-ethylphenoxy)-7-(4-fluorobenzyl)-1-(3-hydroxypropyl)-3-methyl-1H-purine-2,6(3H,7H)-dione